C1(=CC=CC=C1)N1N=C(C(=C1)C(=O)O)C(=O)O 1-phenyl-1H-pyrazole-3,4-dicarboxylic acid